N-((S)-2,2-dicyclopropyl-1-(5-(((S)-2-oxo-4-(trifluoromethyl)imidazolidin-1-yl)methyl)benzo[d]oxazol-2-yl)ethyl)-4-ethyl-1,2,5-oxadiazole-3-carboxamide C1(CC1)C([C@@H](C=1OC2=C(N1)C=C(C=C2)CN2C(N[C@@H](C2)C(F)(F)F)=O)NC(=O)C2=NON=C2CC)C2CC2